2-(5-{2-[3-(2-amino-1,3-benzodiazol-1-yl)azepan-1-yl]ethoxy}-1-methylpyrazol-4-yl)-6-methylpyridine-4-carboxylic acid NC1=NC2=C(N1C1CN(CCCC1)CCOC1=C(C=NN1C)C1=NC(=CC(=C1)C(=O)O)C)C=CC=C2